tert-butyl (1S,4S)-5-{6-bromo-7-chloro-2-[(oxan-4-yl)oxy]-8-[(1S)-1-phenylethoxy]quinazolin-4-yl}-2,5-diazabicyclo[2.2.1]heptane-2-carboxylate BrC=1C=C2C(=NC(=NC2=C(C1Cl)O[C@@H](C)C1=CC=CC=C1)OC1CCOCC1)N1[C@@H]2CN([C@H](C1)C2)C(=O)OC(C)(C)C